tert-butyl-6-chloro-1-methyl-2-oxo-4-(((trifluoromethyl)sulfonyl)oxy)-1,2-dihydroquinoline-3-carboxylate C(C)(C)(C)OC(=O)C=1C(N(C2=CC=C(C=C2C1OS(=O)(=O)C(F)(F)F)Cl)C)=O